FC=1C=C(C=CC1F)C=1C=NN(C1)CC(=O)N(CC1=CC(=NC=C1)C(C)(C)O)[C@H]1CS(C=C1)(=O)=O (R)-2-(4-(3,4-difluorophenyl)-1H-pyrazol-1-yl)-N-(1,1-dioxido-2,3-dihydrothiophen-3-yl)-N-((2-(2-hydroxypropan-2-yl)pyridin-4-yl)methyl)acetamide